benzyl {2-[(2-aminoethyl)sulphonyl]ethyl}carbamate NCCS(=O)(=O)CCNC(OCC1=CC=CC=C1)=O